CC1=NC(=CC=C1OC1CC2CCC(C2C1)C(=O)O)C=1N=NN(C1COC1=NC=CC(=N1)O[C@@H]1COCC1)C 5-((2-methyl-6-(1-methyl-5-(((4-(((S)-tetrahydrofuran-3-yl)oxy)pyrimidin-2-yl)oxy)methyl)-1H-1,2,3-triazol-4-yl)pyridin-3-yl)oxy)octahydropentalene-1-carboxylic acid